COC1=CC=C(C=C1)C1=CC=C(C=C1)CN1CCCS(C2=C1C=CC=C2)(=O)=O 5-[[4-(4-methoxyphenyl)phenyl]methyl]-1,1-dioxo-2,3-dihydro-1λ6,5-benzothiazepine